farnesol hydrochloride Cl.OCC=C(C)CCC=C(C)CCC=C(C)C